[(1S)-1-[2-(1-methyl-6-oxo-4,5-dihydropyridazin-3-yl)-1,2,4-triazol-3-yl]ethyl]ammonium CN1N=C(CCC1=O)N1N=CN=C1[C@H](C)[NH3+]